5-(2-chloro-5-(isobutyrylaminomethyl)benzoylamino)-1-ethyl-N-(2-fluorophenyl)-1H-indole-2-carboxamide ClC1=C(C(=O)NC=2C=C3C=C(N(C3=CC2)CC)C(=O)NC2=C(C=CC=C2)F)C=C(C=C1)CNC(C(C)C)=O